C1(CCC1)OC(NC=1N=CC2=C(C(=C(C=C2C1)C1=C(C2=C(OCCN2)N=C1)C)F)N)=O Cyclobutyl(8-amino-7-fluoro-6-(8-methyl-2,3-dihydro-1H-pyrido[2,3-b][1,4]oxazin-7-yl)isoquinolin-3-yl)carbamate